ClC=1C=C(COC2CC(C2)OC(=O)N2CC3(C2)NC(OC3)=O)C=CC1C(F)(F)F.FC(C=1C(=C(C=C(OC3=C(C=CC=C3C(F)(F)F)C3=CC(=CC=C3)C(F)(F)F)C1)C(=O)O)C(=O)O)(F)F 5-trifluoromethyl-3,4-dicarboxyphenoxy-3,3'-bis(trifluoromethyl)biphenyl 3-((3-chloro-4-(trifluoromethyl)benzyl)oxy)cyclobutyl-6-oxo-7-oxa-2,5-diazaspiro[3.4]octane-2-carboxylate